Cl.N[C@@H](CC(=O)O)CN1N=C(N=N1)C1=C(C=C(C=C1)OCCC=1C=NC=NC1)F (S)-3-amino-4-(5-(2-fluoro-4-(2-(pyrimidin-5-yl)ethoxy)phenyl)-2H-tetrazol-2-yl)butanoic acid hydrochloride